N-((R)-1-(4-(ethylsulfonyl)phenyl)-2-hydroxyethyl)-2-fluorobenzamide C(C)S(=O)(=O)C1=CC=C(C=C1)[C@H](CO)NC(C1=C(C=CC=C1)F)=O